[N+](=O)([O-])C=1C=C(C=CC1N1CC2(C1)CN(CC2)C2COC2)S(=O)(=O)NC(C2=CC=CC=C2)=O N-((3-nitro-4-(6-(oxetan-3-yl)-2,6-diazaspiro[3.4]oct-2-yl)phenyl)sulfonyl)benzamide